3-ethyl-1-methylpiperidine chloride [Cl-].C(C)C1CN(CCC1)C